4-(2-(benzyloxy)phenyl)-3,6-dihydropyridine-1(2H)-carboxylic acid tert-butyl ester C(C)(C)(C)OC(=O)N1CCC(=CC1)C1=C(C=CC=C1)OCC1=CC=CC=C1